perfluorooctene C(=C(F)F)(C(C(C(C(C(C(F)(F)F)(F)F)(F)F)(F)F)(F)F)(F)F)F